3',4'-dichloro-[1,1'-biphenyl] ClC=1C=C(C=CC1Cl)C1=CC=CC=C1